(4-(2-Fluoro-4-(1-hydroxypropan-2-yl)phenyl)thiophen-2-yl)boronic acid FC1=C(C=CC(=C1)C(CO)C)C=1C=C(SC1)B(O)O